(4aS,7aS)-N-[4-(3-Cyanophenyl)-5-[2-(difluoromethyl)-6-methyl-4-pyridyl]thiazol-2-yl]-3,4,4a,5,7,7a-hexahydro-2H-pyrrolo[3,4-b][1,4]oxazin-6-carboxamid C(#N)C=1C=C(C=CC1)C=1N=C(SC1C1=CC(=NC(=C1)C)C(F)F)NC(=O)N1C[C@@H]2OCCN[C@H]2C1